2-(4-((2-methoxybenzamido)methyl)phenyl)-7-(piperazin-1-yl)-9,10-dihydro-4H-benzo[d]pyrazolo[1,5-a][1,3]diazepine-3-carboxamide COC1=C(C(=O)NCC2=CC=C(C=C2)C2=NN3C(NC4=C(CC3)C=C(C=C4)N4CCNCC4)=C2C(=O)N)C=CC=C1